FC1=CC=C(C=C1)[C@H]1C2=C(N(C([C@H]1NC(C1=CC(=CC=C1)C(F)(F)F)=O)=O)CO)N(N=C2C)C2=CC=CC=C2 N-[(4S,5S)-4-(4-fluorophenyl)-7-(hydroxymethyl)-3-methyl-6-oxo-1-phenyl-1H,4H,5H,6H,7H-pyrazolo[3,4-b]pyridin-5-yl]-3-(trifluoromethyl)benzamide